C(#N)C=1C=CC(=C(C1)B(O)O)C(=O)N1CCC(CC1)(F)F [5-cyano-2-(4,4-difluoropiperidine-1-carbonyl)phenyl]boronic acid